CN1CCN(CC1)C1=CC=C(C=C1)NC=1N=CC=2S(N(C3=C(C2N1)C=CC=C3)\C=C\C)(=O)=O N-[4-(4-methylpiperazin-1-yl)phenyl]-6-[(1E)-prop-1-en-1-yl]-6H-pyrimido[5,4-c][2,1]benzothiazin-2-amine 5,5-dioxide